N1C=C(C2=CC=CC=C12)CCC1N(CCC2=CC(=C(C=C12)OC)OCC1=CC=CC=C1)CC1CCNCC1 1-(2-(1H-indol-3-yl)ethyl)-6-(benzyloxy)-7-methoxy-2-(piperidin-4-ylmethyl)-1,2,3,4-Tetrahydroisoquinoline